C1(CC1)NC(C1=C(C=CC=C1)SC1=CC=C2C(=NNC2=C1)\C=C\C1=NC=CC(=C1)CCCN1CCCC1)=O N-cyclopropyl-2-({3-[(E)-2-{4-[3-(pyrrolidin-1-yl)propyl]pyridine-2-yl}vinyl]-1H-indazol-6-yl}thio)benzamide